ClC1=CN(C2=CC=C(C=C12)CNCCC(=O)O)C1=NOC(=N1)C1=C(C=C(C=C1)OC(C)C)F 3-(((3-chloro-1-(5-(2-fluoro-4-isopropoxyphenyl)-1,2,4-oxadiazol-3-yl)-1H-indol-5-yl)methyl)amino)propionic acid